tert-butyl (2S)-2-(cyanomethyl)morpholine-4-carboxylate C(#N)C[C@H]1CN(CCO1)C(=O)OC(C)(C)C